3-((1S,3R)-3-(5-chlorothiophene-2-carboxamido)cyclohexyl)-2-(3-fluoropyridin-2-yl)-3H-imidazo[4,5-c]pyridine-6-carboxylic Acid ClC1=CC=C(S1)C(=O)N[C@H]1C[C@H](CCC1)N1C(=NC2=C1C=NC(=C2)C(=O)O)C2=NC=CC=C2F